methyl 2-(3-(1-((tert-butyldiphenylsilyl) oxy) ethyl)-5-methyl-4H-1,2,4-triazol-4-yl)-5-methylthiophene-3-carboxylate [Si](C1=CC=CC=C1)(C1=CC=CC=C1)(C(C)(C)C)OC(C)C1=NN=C(N1C=1SC(=CC1C(=O)OC)C)C